1,2-diiodoacetylene IC#CI